N[C@H](C(=O)O)CSSC[C@H](CCS(=O)(=O)O)N (2R)-2-amino-3-{[(2S)-2-amino-4-sulfobutyl]disulfanyl}propanoic acid